glucose trichloroacetyl imine ClC(C(=O)N=C[C@H](O)[C@@H](O)[C@H](O)[C@H](O)CO)(Cl)Cl